4-((6-(4-(trifluoromethyl)piperidin-1-yl)naphthalen-2-yl)amino)piperidine-1-carboxamide ethyl-(4-{3-[(4-chloro-2-fluorobenzyl)oxy]pyrazin-2-yl}piperidin-1-yl)acetate C(C)OC(CN1CCC(CC1)C1=NC=CN=C1OCC1=C(C=C(C=C1)Cl)F)=O.FC(C1CCN(CC1)C=1C=C2C=CC(=CC2=CC1)NC1CCN(CC1)C(=O)N)(F)F